chloro-N-(methylsulfonyl)picolinamide ClC=1C(=NC=CC1)C(=O)NS(=O)(=O)C